O=C1NC(CCC1C1=CC=C(C=C1)N1CCN(CC1)CCN1CCC(CC1)C(=O)O)=O 1-(2-(4-(4-(2,6-dioxopiperidin-3-yl)phenyl)piperazin-1-yl)ethyl)piperidine-4-carboxylic acid